benzylcarbamic acid (2R,3S,4S,5R)-2-(6-amino-9H-purin-9-yl)-4-bromo-5-((tert-butyldiphenylsilyloxy) methyl)-tetrahydrofuran-3-yl ester NC1=C2N=CN(C2=NC=N1)[C@@H]1O[C@@H]([C@@H]([C@H]1OC(NCC1=CC=CC=C1)=O)Br)CO[Si](C1=CC=CC=C1)(C1=CC=CC=C1)C(C)(C)C